[Pd](Cl)Cl.O1OC1 dioxirane palladium dichloride